2-amino-3-(2,6-diisopropylphenoxycarbonyloxy)-propanoic acid mesylate S(C)(=O)(=O)O.NC(C(=O)O)COC(=O)OC1=C(C=CC=C1C(C)C)C(C)C